Methyl 5-((tert-butoxycarbonyl)amino)-1-(tetrahydro-2H-pyran-2-yl)-1H-indazole-3-carboxylate C(C)(C)(C)OC(=O)NC=1C=C2C(=NN(C2=CC1)C1OCCCC1)C(=O)OC